Boc-4-piperidin-4-yl-piperazine C(=O)(OC(C)(C)C)N1CCN(CC1)C1CCNCC1